NCC1(CCN(CC1)C1=CN=C2C(=N1)NN=C2C2=C(N=NC=C2)Cl)O 4-(aminomethyl)-1-(3-(3-chloropyridazin-4-yl)-1H-pyrazolo[3,4-b]pyrazin-6-yl)-piperidin-4-ol